N-(5-(((2S,4R)-4-((7-methoxyquinolin-2-yl)oxy)-2-methylpyrrolidin-1-yl)methyl)thiazol-2-yl)acetamide COC1=CC=C2C=CC(=NC2=C1)O[C@@H]1C[C@@H](N(C1)CC1=CN=C(S1)NC(C)=O)C